2-ethyl-2'-methyl-spiro[4,5-dihydrothieno[2,3-C]pyran-7,4'-piperidine]-1'-carboxylic acid tert-butyl ester C(C)(C)(C)OC(=O)N1C(CC2(CC1)OCCC1=C2SC(=C1)CC)C